C1(C=CC=C1)[Ti](C1=C(C(=CC=C1F)NCC(CCCCC)CC)F)(C1=C(C(=CC=C1F)NCC(CCCCC)CC)F)C1C=CC=C1 bis(cyclopentadienyl)bis[2,6-difluoro-3-(2-ethylheptanylamino)phenyl]titanium